tert-butyl (6-((6R)-7-(3,4-dichlorobenzoyl)-6-methyl-2-(methylsulfinyl)-4-oxo-5,6,7,8-tetrahydropyrido[3,4-d]pyrimidin-3(4H)-yl)benzo[d]-isoxazol-3-yl)(methyl)carbamate ClC=1C=C(C(=O)N2CC=3N=C(N(C(C3C[C@H]2C)=O)C2=CC3=C(C(=NO3)N(C(OC(C)(C)C)=O)C)C=C2)S(=O)C)C=CC1Cl